IC=1C=C(C2=C(CC(O2)(C)C)C1)CC(=O)[O-] 5-Iodo-2,2-dimethyl-2,3-dihydrobenzofuran-7-acetate